NC1=C2C(=NC=N1)N(N=C2C2=CC=C(C=C2)OC2=CC=CC=C2)[C@H]2CN(CCC2)C(CCCCSC=2C=C1C(N(C(C1=CC2F)=O)C2C(NC(CC2)=O)=O)=O)=O 5-((5-((R)-3-(4-amino-3-(4-phenoxyphenyl)-1H-pyrazolo[3,4-d]pyrimidin-1-yl)piperidin-1-yl)-5-oxopentyl)sulfanyl)-2-(2,6-dioxopiperidin-3-yl)-6-fluoroisoindoline-1,3-dione